BrC1=CC=2N(C=C1)N=CC2C=2C=NN(C2)C 5-bromo-3-(1-methylpyrazol-4-yl)pyrazolo[1,5-a]pyridine